2-(2-ethylphenyl)-2-(3-(4-(5,6,7,8-tetrahydro-1,8-naphthyridin-2-yl)butoxy)azetidin-1-yl)acetic acid C(C)C1=C(C=CC=C1)C(C(=O)O)N1CC(C1)OCCCCC1=NC=2NCCCC2C=C1